C1=CC(=CC=2OC3=C(C21)C=CC=C3)C(CC(=O)O)N3N=CC2=C(C=CC=C32)OCCC3=NC=2NCCCC2C=C3 3-(Dibenzo[b,d]furan-3-yl)-3-(4-(2-(5,6,7,8-tetrahydro-1,8-naphthyridin-2-yl)ethoxy)-1H-indazol-1-yl)propanoic acid